C(C)(C)C1=CC=C(C=N1)C=1N=CN(C1)C(=O)NCCC1=CC=CC=C1 4-(6-isopropylpyridin-3-yl)-N-phenethyl-1H-imidazole-1-carboxamide